C1(=CC=CC=C1)CS(=O)(=O)OC1=C(O[C@@](C1=O)([2H])C1=C(C=CC=C1)Br)N (S)-2-amino-5-(2-bromophenyl)-4-oxo-4,5-dihydrofuran-3-yl-5-d phenylmethanesulfonate